8-chloro-2-(4-methoxybenzyl)-1-oxo-7-(pyridin-4-yl)-1,2,3,4-tetrahydropyrrolo[1,2-a]pyrazine-6-carbonitrile ClC=1C(=C(N2C1C(N(CC2)CC2=CC=C(C=C2)OC)=O)C#N)C2=CC=NC=C2